ClC1=CC=C(C=C1)C1=C(CCC(C1)(C)C)CN1CCN(CC1)CC1=CC(=C2C(N(C(C2=C1)=O)C1C(NC(CC1)=O)=O)=O)F 6-((4-((4'-chloro-5,5-dimethyl-3,4,5,6-tetrahydro-[1,1'-biphenyl]-2-yl)methyl)piperazin-1-yl)methyl)-2-(2,6-dioxopiperidin-3-yl)-4-fluoroisoindoline-1,3-dione